ClC1=CC(=C(C=C1)C1(CC1)C(=O)NC=1C=CC(=C(C(=O)OC)C1)C=1C=NC(=CC1)C(CC)(F)F)F Methyl 5-({[1-(4-chloro-2-fluoro-phenyl) cyclopropyl] carbonyl} amino)-2-[6-(1,1-difluoro-propyl) pyridin-3-yl]benzoate